1-fluoro-2-((4-nitrophenoxy)methyl)benzene FC1=C(C=CC=C1)COC1=CC=C(C=C1)[N+](=O)[O-]